5-((1H-indol-3-yl)ethynyl)-2-morpholinobenzo[d]oxazole N1C=C(C2=CC=CC=C12)C#CC=1C=CC2=C(N=C(O2)N2CCOCC2)C1